N-[2-[(3-aminocyclobutyl)amino]-2-oxoethyl]-2-chloro-4-[[3-[3-(trifluoromethyl)-1H-pyrazol-4-yl]imidazo[1,2-a]pyrazin-8-yl]amino]benzamide NC1CC(C1)NC(CNC(C1=C(C=C(C=C1)NC=1C=2N(C=CN1)C(=CN2)C=2C(=NNC2)C(F)(F)F)Cl)=O)=O